tert-butyl (2S,SR)-2,5-dimethylpiperazine-1-carboxylate C[C@@H]1N(C[C@@H](NC1)C)C(=O)OC(C)(C)C |&1:4|